P(=O)([O-])([O-])O.[Cu+2] Copper hydrophosphate